COC1=CC=C(C=C1)CN(S(=O)(=O)C1(CC1)CN1CCN2C(C(=CC=3C=CC=C1C23)C(=O)O)=O)CC2=CC=C(C=C2)OC 4-[[1-[bis[(4-methoxyphenyl)methyl]sulfamoyl]cyclopropyl]methyl]-12-oxo-1,4-diazatricyclo[7.3.1.05,13]trideca-5,7,9(13),10-tetraene-11-carboxylic acid